N-((1S)-1-(5-((1,1-dimethyl-2,3-dihydro-1H-inden-2-yl)amino)pyridin-2-yl)-2,2,2-trifluoroethyl)-2-(2,4-dioxoimidazolidin-1-yl)-N-methylacetamide CC1(C(CC2=CC=CC=C12)NC=1C=CC(=NC1)[C@@H](C(F)(F)F)N(C(CN1C(NC(C1)=O)=O)=O)C)C